6-[(tert-Butoxycarbonyl)(quinolin-8-yl)amino]-4-{[dimethyl(phenyl)silyl]methyl}-6-oxohexyl-2-(1-(4-chlorobenzoyl)-6-methoxy-2-methyl-1H-indol-3-yl)acetate C(C)(C)(C)OC(=O)N(C(CC(CCCC(C(=O)[O-])C1=C(N(C2=CC(=CC=C12)OC)C(C1=CC=C(C=C1)Cl)=O)C)C[Si](C1=CC=CC=C1)(C)C)=O)C=1C=CC=C2C=CC=NC12